6,7-bis(nitrooxy)heptanoic acid [N+](=O)([O-])OC(CCCCC(=O)O)CO[N+](=O)[O-]